1-(2-cyclopropylthiazolo[5,4-b]pyridin-5-yl)ethan-1-one methyl-3-(1,2-dimethylcyclopropyl)-5-fluorobenzoate COC(C1=CC(=CC(=C1)F)C1(C(C1)C)C)=O.C1(CC1)C=1SC2=NC(=CC=C2N1)C(C)=O